(S)-2-methylpropanol CC(CO)C